2-[3-(benzyloxy)pyridin-4-yl]-3-[(3-fluoro-2-methoxyphenyl)amino]-1H,5H,6H,7H-pyrrolo[3,2-c]pyridin-4-one C(C1=CC=CC=C1)OC=1C=NC=CC1C1=C(C=2C(NCCC2N1)=O)NC1=C(C(=CC=C1)F)OC